5-((4-(((S)-2-hydroxy-1-phenylethyl)amino)-5-(3-morpholino-1,2,4-oxadiazol-5-yl)pyridin-2-yl)amino)-3-methylbenzo[c][1,2]oxaborol-1(3H)-ol OC[C@H](C1=CC=CC=C1)NC1=CC(=NC=C1C1=NC(=NO1)N1CCOCC1)NC1=CC2=C(B(OC2C)O)C=C1